[(1S)-1-[1-(1-naphthyl)cyclopropyl] ethyl] (2S)-2-[[3-(acetoxymethoxy)-4-methoxy-pyridine-2-carbonyl]amino]propanoate C(C)(=O)OCOC=1C(=NC=CC1OC)C(=O)N[C@H](C(=O)O[C@@H](C)C1(CC1)C1=CC=CC2=CC=CC=C12)C